BrC1=CC=C(C(=O)OC2CC(CCC2C(C)C)C)C=C1 menthyl 4-bromobenzoate